(3aR,6aS)-hexahydropyridine N1CCCCC1